3,3'-dihydroxy-4,4'-diaminobiphenyl OC=1C=C(C=CC1N)C1=CC(=C(C=C1)N)O